N4-(2-hexyldecanoyl)deoxycytidine C(CCCCC)C(C(=O)NC1=NC(N([C@H]2C[C@H](O)[C@@H](CO)O2)C=C1)=O)CCCCCCCC